C(C)C(COP([O-])(=O)CCCC)CCCC.[Ni+2].C(C)C(COP([O-])(=O)CCCC)CCCC nickel (2-ethylhexyl)butylphosphonate